5-(tert-butyl)-N-(4-(6-(1,5-dimethyl-1H-pyrazol-4-yl)pyrrolo[2,1-f][1,2,4]triazin-4-yl)-2-methylbenzyl)-1,2,4-oxadiazole-3-carboxamide C(C)(C)(C)C1=NC(=NO1)C(=O)NCC1=C(C=C(C=C1)C1=NC=NN2C1=CC(=C2)C=2C=NN(C2C)C)C